BrC=1C(=NC=C(C1)F)F 3-bromo-2,5-difluoropyridine